FC(C1=NN=C(O1)C1=CC(=C(C=C1F)CN1N=C(N=N1)C=1C=C2C=CC(=NC2=CC1)NC)F)F 6-[2-[[4-[5-(difluoromethyl)-1,3,4-oxadiazol-2-yl]-2,5-difluorophenyl]methyl]tetrazol-5-yl]-N-methylquinolin-2-amine